C(C)OC(CCNC=1C=CC=C2C=CN(C12)C)=O.CN1C=C(C2=CC=CC(=C12)N1C(NC(CC1)=O)=O)N1CCNCC1 1-(1-Methyl-3-(piperazin-1-yl)-1H-indol-7-yl)dihydropyrimidine-2,4(1H,3H)-dione Ethyl-3-((1-methyl-1H-indol-7-yl)amino)propanoate